5-(2-ethyl-2,3-dihydro-1H-indene-2-yl)-1H-imidazole C(C)C1(CC2=CC=CC=C2C1)C1=CN=CN1